FC=1C=CC(=NC1)C(=O)N1CCC(CC1)N1CC(C1)(N1N=CC(=C1)C1=C2C(=NC=C1F)NC=C2)CC#N {1-{1-[(5-fluoropyridin-2-yl)carbonyl]piperidin-4-yl}-3-[4-(5-fluoro-1H-pyrrolo[2,3-b]pyridin-4-yl)-1H-pyrazol-1-yl]azetidin-3-yl}acetonitrile